(R)-1-(2,5-difluoropyridin-3-yl)ethyl (1-methyl-4-(5-((1RS,2RS)-2-(pyridin-4-yl)cyclopropane-1-carboxamido)pyridin-2-yl)-1H-1,2,3-triazol-5-yl)carbamate CN1N=NC(=C1NC(O[C@H](C)C=1C(=NC=C(C1)F)F)=O)C1=NC=C(C=C1)NC(=O)[C@H]1[C@@H](C1)C1=CC=NC=C1 |&1:29,30|